O=C1NC(CCC1C1=CC=C(C=C1)N1CCN(CC1)CCN1CCC(CC1)C=1N=C2N(C=C(C(=C2)OC(C)C)NC(=O)C2=NC(=CC=C2)C(F)(F)F)C1)=O N-[2-[1-[2-[4-[4-(2,6-dioxo-3-piperidyl)phenyl]piperazin-1-yl]ethyl]-4-piperidyl]-7-isopropoxy-imidazo[1,2-a]pyridin-6-yl]-6-(trifluoromethyl)pyridine-2-carboxamide